2-(6-bromo-2-(1H-1,2,4-triazol-1-yl)xanthylium-9-yl)-5-sulfobenzenesulfonate BrC=1C=C2[O+]=C3C=CC(=CC3=C(C2=CC1)C1=C(C=C(C=C1)S(=O)(=O)O)S(=O)(=O)[O-])N1N=CN=C1